N1=C(N=CN=C1)NC=1NC=2N(C(C1C1=CC=C(C=C1)OC)=O)N=C(C2C2=CC=CC=C2)C2=CC=CC=C2 5-((1,3,5-triazin-2-yl)amino)-6-(4-methoxyphenyl)-2,3-diphenylpyrazolo[1,5-a]pyrimidin-7(4H)-one